CS(=O)(=O)N1CC(OCC1)C(=O)O 4-(methylsulfonyl)morpholine-2-carboxylic acid